indium-arsenic [As].[In]